The molecule is a benzamide obtained by formal condensation of the carboxy group of 3-(cyclopropylmethoxy)-4-(difluoromethoxy)benzoic acid with the amino group of 3,5-dichloropyridin-4-amine. Used for treatment of bronchial asthma and chronic obstructive pulmonary disease. It has a role as a phosphodiesterase IV inhibitor and an anti-asthmatic drug. It is a member of benzamides, a chloropyridine, an aromatic ether, an organofluorine compound and a member of cyclopropanes. C1CC1COC2=C(C=CC(=C2)C(=O)NC3=C(C=NC=C3Cl)Cl)OC(F)F